(S)-N-(5-(2-(2-aminopyridin-3-yl)-7-fluoro-5-(1H-pyrazol-1-yl)-3H-imidazo[4,5-b]pyridin-3-yl)-2,3-dihydro-1H-inden-1-yl)-6-(difluoromethyl)nicotinamide NC1=NC=CC=C1C1=NC=2C(=NC(=CC2F)N2N=CC=C2)N1C=1C=C2CC[C@@H](C2=CC1)NC(C1=CN=C(C=C1)C(F)F)=O